C(C1=CC=CC=C1)OC1=C(N(C=CC1=O)C(C(=O)O)CCCC)CC ((benzyloxy)-2-ethyl-4-oxopyridin-1(4H)-yl)hexanoic acid